CS(=O)(=O)N1CCC(CC1)NC1=NC=CC=N1 N-(1-methylsulfonyl-4-piperidyl)pyrimidin-2-amine